COC=1C=C(C=CC1)C(C(=O)O)CC 2-(3-Methoxyphenyl)butyric acid